C1CN(CCC12CCNCC2)CC2=CC(=C(CN1C3=NC(=NC(=C3N=C1O)N)OCCCC)C=C2)OC 9-(4-((3,9-diazaspiro[5.5]undecan-3-yl)methyl)-2-methoxybenzyl)-6-amino-2-butoxy-9H-purin-8-ol